Benzyl (S)-3-(3-((2-((((9H-fluoren-9-yl)methoxy)carbonyl)amino)-4-(tert-butoxy)-4-oxobutanamido)methyl)-2,4-dioxotetrahydropyrimidin-1(2H)-yl)-4-methoxybenzoate C1=CC=CC=2C3=CC=CC=C3C(C12)COC(=O)N[C@H](C(=O)NCN1C(N(CCC1=O)C=1C=C(C(=O)OCC2=CC=CC=C2)C=CC1OC)=O)CC(=O)OC(C)(C)C